3-(Trifluoromethyl)benzyl (S)-3-cyclopropyl-2-(2-((S)-5-oxo-1-(2,3,5-trifluorobenzyl)pyrrolidin-2-yl)acetamido)propanoate C1(CC1)C[C@@H](C(=O)OCC1=CC(=CC=C1)C(F)(F)F)NC(C[C@H]1N(C(CC1)=O)CC1=C(C(=CC(=C1)F)F)F)=O